[O-]S(=O)(=O)C(F)(F)F.C(CCCCCCCCCCC)C1=CC=C(C=C1)[I+]C1=CC=C(C=C1)CCCCCCCCCCCC Bis(4-dodecylphenyl)iodonium triflate